C(CCCCC)O hexane-ol